diphenyl-hexanedione C1(=CC=CC=C1)C(C(C(CCC)=O)=O)C1=CC=CC=C1